C(CCC)OCOCCCC(CC(C)[Li])C 6-butoxymethoxy-1,3-dimethylhexyllithium